N1C(=NC2=C1C1=CC=CC=C1C=1C=CC=CC12)C1=CC=C(C=C1)C1=CC=C(C=C1)C1=NC2=C(N1)C1=CC=CC=C1C=1C=CC=CC12 4,4'-di(1H-phenanthro[9,10-d]imidazol-2-yl)-biphenyl